C(C)(C)(C)OC([C@H](C)OC1=C(C=C(C=C1)Br)C1=NOC(C1OCCCC)C)=O (2S)-2-[4-bromo-2-(5-methyl-4-butoxy-4,5-dihydroisoxazol-3-yl)phenoxy]propionic acid tert-butyl ester